ClC(C(=O)O)(C(C=1C=NC=CC1)O)C1=CC(=CC=C1)C(F)(F)F 2-chloro-3-hydroxy-3-(3-pyridyl)-2-(3-trifluoromethyl-phenyl)propionic acid